2,2'-Ethylendioxydiethylbis(2-ethylhexanoat) CCCCC(CC)C(=O)OCCOCCOCCOC(=O)C(CC)CCCC